[N+](=O)([O-])C1=CC=C(C=C1)N1S(CCC1)(=O)=O 2-(4-nitrophenyl)-1,2-thiazolidine 1,1-dioxide